ClC=1C=C2CCN([C@H](C2=C(C1)Cl)C)C(=O)[C@@H]1CN(CCO1)C=1C2=C(C=NC1)N=C(O2)NCCNC ((S)-6,8-dichloro-1-methyl-3,4-dihydroisoquinolin-2(1H)-yl)((S)-4-(2-((2-(methylamino)ethyl)amino)oxazolo[4,5-c]pyridin-7-yl)morpholin-2-yl)methanone